ClC=1C(=NC(=CC1N)N1[C@H](CN(CC1)CC)C)F (S)-3-chloro-6-(4-ethyl-2-methylpiperazin-1-yl)-2-fluoropyridin-4-amine